C(CCCCCCCCCCC)OCC(C[N+](CCO)(CCO)[O-])O 3-dodecyloxy-2-hydroxypropylbis-(2-hydroxyethyl)amine oxide